(S)-N-(1-(1-(6-((dimethyl(oxo)-λ6-sulfaneylidene)amino)pyrimidin-4-yl)-3-methyl-1H-1,2,4-triazol-5-yl)ethyl)-3,5-bis(trifluoromethyl)benzamide CS(=O)(C)=NC1=CC(=NC=N1)N1N=C(N=C1[C@H](C)NC(C1=CC(=CC(=C1)C(F)(F)F)C(F)(F)F)=O)C